O1COC2=C1C=CC(=C2)OC2=CC=1C(=NN(N1)CC1=CC=C(C=C1)C1=NOC(=N1)C(F)(F)F)C=C2Cl 3-[4-[[5-(1,3-benzodioxol-5-yloxy)-6-chloro-benzotriazol-2-yl]methyl]phenyl]-5-(trifluoromethyl)-1,2,4-oxadiazole